[Si](C1=CC=CC=C1)(C1=CC=CC=C1)(C(C)(C)C)O[C@@H]1CC(NC1)CCCCl (4R)-4-((tert-Butyldiphenylsilyl)oxy)-2-(3-chloropropyl)pyrrolidine